Cl.CN(C)CC N,N-dimethyl-ethylamine hydrochloride